4-(4-(7-((2-(2,6-dioxopiperidin-3-yl)-1,3-dioxoisoindolin-4-yl)thio)heptyl)piperazin-1-yl)-3-fluorobenzonitrile O=C1NC(CCC1N1C(C2=CC=CC(=C2C1=O)SCCCCCCCN1CCN(CC1)C1=C(C=C(C#N)C=C1)F)=O)=O